(R)-N-(4-(7-methoxy-6-((tetrahydrofuran-3-yl)oxy)quinazolin-4-yl)phenyl)-2-(4-(trifluoromethyl)phenyl)acetamide COC1=C(C=C2C(=NC=NC2=C1)C1=CC=C(C=C1)NC(CC1=CC=C(C=C1)C(F)(F)F)=O)O[C@H]1COCC1